ClC1=CC(=C(CO[C@@H]2C[C@H](C2)C(=O)NCC2=C(C(=C(C=C2)C(F)(F)F)C=2NC(C(=C(N2)CC)F)=O)F)C=C1)F trans-3-[(4-chloro-2-fluorobenzyl)oxy]-N-[3-(4-ethyl-5-fluoro-6-oxo-1,6-dihydropyrimidin-2-yl)-2-fluoro-4-(trifluoromethyl)benzyl]cyclobutane-1-carboxamide